(S)-1-(Difluoromethyl)-N'-((3-methyl-2-(trifluoromethyl)-6,7-dihydro-5H-cyclopenta[b]pyridin-4-yl)carbamoyl)-1H-pyrazole-4-sulfonimidamide FC(N1N=CC(=C1)[S@](=O)(N)=NC(NC1=C2C(=NC(=C1C)C(F)(F)F)CCC2)=O)F